C12CNCC(CC1)N2CC(C)(O)C (3,8-diazabicyclo[3.2.1]oct-8-yl)-2-methyl-propan-2-ol